C(C)CCC[Si](OC)(OC)OC 3-ethylpropyltrimethoxysilane